N-[(3-amino-4-bromophenyl)methyl]-2-cyclopropyl-N-(3-methoxy-1-methyl-1H-pyrazol-4-yl)pyrimidine-5-carboxamide NC=1C=C(C=CC1Br)CN(C(=O)C=1C=NC(=NC1)C1CC1)C=1C(=NN(C1)C)OC